COCCN1CC(CCC1)(C)CO (1-(2-methoxyethyl)-3-methylpiperidin-3-yl)methanol